ClC1=C(C=CC=C1)CS(=O)(=O)NC=1C=C2C(=NC1)N=CN2 1-(2-chlorophenyl)-N-(1H-imidazo[4,5-b]pyridin-6-yl)methanesulfonamide